O=C1NC(CCC1N1C(N(C2=C1C=CC(=C2)C#CCOCCCOCCCNC(OC(C)(C)C)=O)C)=O)=O tert-Butyl N-[3-[3-([3-[1-(2,6-dioxopiperidin-3-yl)-3-methyl-2-oxo-2,3-dihydro-1H-1,3-benzodiazol-5-yl]prop-2-yn-1-yl]oxy)propoxy]propyl]carbamate